tert-butyl (3R,4S)-4-(5-(2-bromoacetyl)thiophen-2-yl)-4-hydroxy-3-methylpiperidine-1-carboxylate BrCC(=O)C1=CC=C(S1)[C@]1([C@@H](CN(CC1)C(=O)OC(C)(C)C)C)O